C(C)(C)(C)C1=CC(=NO1)NC(=O)NC1=CC=C(C=C1)C=1N=NN(C1)C1=C(C=C(C=C1)NCCN1CCOCC1)Cl 1-(5-tert-butylisoxazol-3-yl)-3-(4-(1-(2-chloro-4-(2-morpholinoethylamino)phenyl)-1H-1,2,3-triazol-4-yl)phenyl)-urea